N1=C(C=CC=C1)N(C(=N)N)C#N Pyridyl-Cyanoguanidine